2-(9H-fluoren-9-ylmethoxycarbonylamino)propanoic acid C1=CC=CC=2C3=CC=CC=C3C(C12)COC(=O)NC(C(=O)O)C